CC=1C=C(C=CC1N)C1=CC(=C(C=C1)N)C 3,3'-dimethyl-4,4'-diaminobiphenyl